(R)-N-(3,3-difluoro-1-(methyl-d3)piperidin-4-yl)-5-(1-(2,2-difluoroethyl)-4-fluoro-1H-benzo[d]imidazol-6-yl)-6-fluoro-4-methoxypyrrolo[2,1-f][1,2,4]triazin-2-amine FC1(CN(CC[C@H]1NC1=NN2C(C(=N1)OC)=C(C(=C2)F)C=2C=C(C1=C(N(C=N1)CC(F)F)C2)F)C([2H])([2H])[2H])F